COC1CC2(CCCN2C1)CO (2-methoxytetrahydro-1H-pyrrolizin-7a(5H)-yl)methanol